tert-butyl N-[[6-[bis[(2,4-dimethoxyphenyl)methyl]amino]-8-methyl-1,5-naphthyridin-3-yl]methyl]carbamate COC1=C(C=CC(=C1)OC)CN(C=1N=C2C=C(C=NC2=C(C1)C)CNC(OC(C)(C)C)=O)CC1=C(C=C(C=C1)OC)OC